ClC1=CC=C(C=N1)C(=O)NC=1SC(=C(N1)C1=CC=NC=C1)C#N 6-chloro-N-(5-cyano-4-(pyridin-4-yl)thiazol-2-yl)pyridine-3-carboxamide